OC1=C(C=C(C=C1)C(C)(C)CC(C)(C)C)N1N=C2C(=N1)C=CC=C2 2-(2'-Hydroxy-5'-tert-octylphenyl)-benzotriazole